(4-Chloro-2-{4,4-dimethyl-9-oxo-1,10-diazatricyclo-[6.4.0.02,6]dodeca-2(6),7-dien-10-yl}pyridin-3-yl)methyl Acetate C(C)(=O)OCC=1C(=NC=CC1Cl)N1C(C2=CC=3CC(CC3N2CC1)(C)C)=O